2-n-propyl-1,3-propanediol C(CC)C(CO)CO